4-methyl-1-[(2S)-2-(4-methylsulfonylpiperazin-1-yl)propyl]-5-[[2-[6-(2,2,2-trifluoroethyl)quinazolin-4-yl]-2,7-diazaspiro[3.5]nonan-7-yl]methyl]indole-2-carbonitrile CC1=C2C=C(N(C2=CC=C1CN1CCC2(CN(C2)C2=NC=NC3=CC=C(C=C23)CC(F)(F)F)CC1)C[C@H](C)N1CCN(CC1)S(=O)(=O)C)C#N